tert-butyl (1-(3-(4-(1-(2,6-dioxopiperidin-3-yl)-1H-pyrazol-4-yl)piperazin-1-yl)propanoyl)piperidin-4-yl)carbamate O=C1NC(CCC1N1N=CC(=C1)N1CCN(CC1)CCC(=O)N1CCC(CC1)NC(OC(C)(C)C)=O)=O